3-(6-cyano-1H-indole-3-carboxamido)benzoic acid C(#N)C1=CC=C2C(=CNC2=C1)C(=O)NC=1C=C(C(=O)O)C=CC1